(4R)-N-[(5-Cyclopropylpyrazin-2-yl)methyl]-2-{[(2S)-1,4-dioxan-2-yl]methyl}-4-methyl-8-(trifluoromethyl)-4,5-dihydro-2H-furo[2,3-g]indazol-7-carboxamid C1(CC1)C=1N=CC(=NC1)CNC(=O)C1=C(C2=C(C[C@H](C3=CN(N=C23)C[C@@H]2OCCOC2)C)O1)C(F)(F)F